CN1N=C(C(=C1N)CCCC=C)C 1,3-Dimethyl-4-(pent-4-en-1-yl)-1H-pyrazol-5-amine